(1r,4r)-4-(3-Chloroanilino)-2'-(3,3-difluoro-2-{[(thieno[3,2-b]pyridin-7-yl)oxy]methyl}propyl)-2',3'-dihydrospiro[cyclohexane-1,1'-indene]-4-carboxylic acid ClC=1C=C(NC2(CCC3(C(CC4=CC=CC=C34)CC(C(F)F)COC3=C4C(=NC=C3)C=CS4)CC2)C(=O)O)C=CC1